6-(4-amino-2,6-dichlorophenoxy)-2-(3-methoxybenzyl)-3,4-dihydroisoquinoline NC1=CC(=C(OC=2C=C3CCN(CC3=CC2)CC2=CC(=CC=C2)OC)C(=C1)Cl)Cl